FC1=C(C=NS(=O)C(C)(C)C)C=C(C=C1)[N+](=O)[O-] N-(2-fluoro-5-nitrobenzylidene)-2-methylpropane-2-sulfinamide